tert-Butyl 3-((4-methyl-3-((1-(3-(thiophen-2-yl) phenyl) cyclopropyl) carbamoyl) phenyl)amino)azetidine-1-carboxylate CC1=C(C=C(C=C1)NC1CN(C1)C(=O)OC(C)(C)C)C(NC1(CC1)C1=CC(=CC=C1)C=1SC=CC1)=O